C(C)(=O)C=1OC(=CC1)C(C)=O 2,5-diacetylfuran